CC1=C(C=NC=2OCCNC21)NC2=C(C(NC=C2)=O)C(=O)NC2=CC=C(C=C2)N2C[C@@H](N(CC2)C(CC)=O)C (S)-4-((8-methyl-2,3-dihydro-1H-pyrido[2,3-b][1,4]oxazin-7-yl)amino)-N-(4-(3-methyl-4-propionylpiperazin-1-yl)phenyl)-2-oxo-1,2-dihydropyridine-3-carboxamide